ClC1=C(C=CC=C1F)CC(=O)NC1=CC(=NC=C1)N(C(C)=O)C1=CC(=C(C=C1)C#N)C(F)(F)F N-{4-[2-(2-chloro-3-fluorophenyl)acetamido]pyridin-2-yl}-N-[4-cyano-3-(trifluoromethyl)phenyl]acetamide